3,5-bis[(methoxymethyl)oxy]-4-isopropylbenzoic acid methyl ester COC(C1=CC(=C(C(=C1)OCOC)C(C)C)OCOC)=O